3-cyclopropyl-5-(3-cyclopropylphenoxy)pyridazine-4-carboxylic acid methyl ester COC(=O)C1=C(N=NC=C1OC1=CC(=CC=C1)C1CC1)C1CC1